C(C)(C)C=1C(=NC=CN1)C isopropyl-methyl-pyrazine